butanehydroxamic acid C(CCC)(=O)NO